O.[Cu].[W] tungsten copper water